C(C)(C)N1C[C@@H](CC1)N1CCC2=C1N=NC(=C2)C2=C(C=C(C=C2C)C(F)(F)F)O 2-[7-[(3R)-1-isopropylpyrrolidin-3-yl]-5,6-dihydropyrrolo[2,3-c]pyridazin-3-yl]-3-methyl-5-(trifluoromethyl)phenol